5-(aminomethyl)-1-(5-fluoro-2-methoxybenzyl)-3-(4-methoxy-3-(pentyloxy)phenyl)tetrahydropyrimidin-2(1H)-one NCC1CN(C(N(C1)CC1=C(C=CC(=C1)F)OC)=O)C1=CC(=C(C=C1)OC)OCCCCC